O=C1N(CC2=CC=CC=C12)NC(OC(C)(C)C)=O tert-butyl N-(1-oxoisoindolin-2-yl)carbamate